COC1=CC=C(C(C2=CC=C(C=C2)OC)(C2=CC=CC=C2)N)C=C1 4,4'-dimethoxytritylamine